COC=1C=C(C(=O)C#N)C=C(C1OC)OC 3,4,5-trimethoxybenzoyl cyanide